N-(5-(4-amino-5-(3-fluoro-4-((6-methylpyridin-2-yl)oxy)phenyl)-5H-pyrrolo[3,2-d]pyrimidin-6-yl)pyridin-2-yl)acrylamide NC=1C2=C(N=CN1)C=C(N2C2=CC(=C(C=C2)OC2=NC(=CC=C2)C)F)C=2C=CC(=NC2)NC(C=C)=O